NC1=C(C=CC=C1)C(=O)N1CCCCCC1 (2-aminophenyl)(azepan-1-yl)methanone